CC1=NOC(=C1)CC(=O)NC1=NNC(=C1)[C@@H]1C[C@H](CC1)CC(=O)O 2-((1S,3S)-3-(3-(2-(3-methylisoxazol-5-yl)acetamido)-1H-pyrazol-5-yl)cyclopentyl)acetic acid